O1C(CCCC1)N1N=C(C=C1B1OC(C(O1)(C)C)(C)C)C#N 1-(tetrahydro-2H-pyran-2-yl)-5-(4,4,5,5-tetramethyl-1,3,2-dioxaborolan-2-yl)-1H-pyrazole-3-carbonitrile